OC1=C(C=CC(=C1)C(F)(F)F)C1=NN=C(C2=CC=C(C=C12)C)NC[C@H](CO)O (2R)-3-[[4-[2-hydroxy-4-(trifluoromethyl)phenyl]-6-methyl-phthalazin-1-yl]amino]propane-1,2-diol